C(#N)C1=CC(=CC=2N=C(OC21)C=2C(=C(C=CC2)C2=C(C(=CC=C2)NC=2N=CC=C1C=C(C=NC21)CN2C[C@@H](CC2)O)C)C)CN2CC1(C2)CC(C1)C(=O)O 2-((7-cyano-2-(3'-(3-(((R)-3-hydroxypyrrolidin-1-yl)methyl)-1,7-naphthyridin-8-ylamino)-2,2'-dimethylbiphenyl-3-yl)benzo[d]oxazol-5-yl)methyl)-2-azaspiro[3.3]heptane-6-carboxylic acid